C(C)OC(CC1=CC=C(C=C1)Br)=O ethyl-2-(4-bromophenyl)acetate